NCCNC(=O)NC1=CC(=CC=C1)C1=CC2=C(C=C1OC)OCC1=C2N(N=C1C(=O)N1C(COCC1)(C)C)C1=CC(=CC(=C1)Cl)Cl 1-(2-aminoethyl)-3-(3-(1-(3,5-dichlorophenyl)-3-(3,3-dimethylmorpholine-4-carbonyl)-7-methoxy-1,4-dihydrochromeno[4,3-c]pyrazol-8-yl)phenyl)urea